(R)-4-(1-(5-(4-fluorophenyl)-1-(4-(trifluoromethyl)benzyl)-1H-indol-7-amido)ethyl)benzoic acid FC1=CC=C(C=C1)C=1C=C2C=CN(C2=C(C1)C(=O)N[C@H](C)C1=CC=C(C(=O)O)C=C1)CC1=CC=C(C=C1)C(F)(F)F